C(C1=CC=CC=C1)OC=1C=CC2=C(C(=C(O2)C)C(=O)NC2(CCC2)CNC(OC(C)(C)C)=O)C1 tert-butyl ((1-(5-(benzyloxy)-2-methylbenzofuran-3-carboxamido)cyclobutyl)methyl)carbamate